3-[5-[3-(2,7-Diazaspiro[3.5]nonan-7-yl)prop-1-ynyl]-3-methyl-2-oxo-benzimidazol-1-yl]piperidine-2,6-dione C1NCC12CCN(CC2)CC#CC2=CC1=C(N(C(N1C)=O)C1C(NC(CC1)=O)=O)C=C2